CS(=O)O.COC1=C(C(=NC=C1C)[Na])C (4-methoxy-3,5-dimethylpyridine-2-yl)sodium methanesulfinate